1-(4-Bromophenyl)-5,7-difluoro-6-(methoxymethoxy)-1H-indazole BrC1=CC=C(C=C1)N1N=CC2=CC(=C(C(=C12)F)OCOC)F